(S)-(6-(2-(dimethylamino)ethyl)pyrazolo[1,5-a]pyridin-3-yl)(4-(4-(trifluoromethyl)pyrazolo[1,5-a]pyridin-2-yl)-6,7-dihydro-1H-imidazo[4,5-c]pyridin-5(4H)-yl)methanone CN(CCC=1C=CC=2N(C1)N=CC2C(=O)N2[C@@H](C1=C(CC2)NC=N1)C1=NN2C(C(=CC=C2)C(F)(F)F)=C1)C